[Si](C)(C)(C(C)(C)C)OCCCCCC1=CC=NC(=C1C(=O)OC(C)(C)C)C1CC1 tert-butyl 4-(5-((tert-butyldimethylsilyl) oxy) pentyl)-2-cyclopropylnicotinate